P(OC1=CC=C(C=C1)C)([O-])[O-] para-cresyl phosphite